(3R)-N3-{(1S)-2-methyl-1-[(4-methylpiperidin-1-yl)methyl]Propyl}-1,2,3,4-tetrahydroisoquinoline-3,7-dicarboxamide CC([C@@H](CN1CCC(CC1)C)NC(=O)[C@@H]1NCC2=CC(=CC=C2C1)C(=O)N)C